C(C)(C)(C)[Si](C)(C)OC(C)C1=NC=CN=C1C1=NC=C(N=C1)OC tert-butyl-[1-[3-(5-methoxypyrazin-2-yl)pyrazin-2-yl]ethoxy]-dimethyl-silane